C1(CCCCC1)C1=CC(OC=2C=C(C=C(C12)O)C(C)C(CCCCCCCC)C)(C)C 4-Cyclohexyl-2,2-dimethyl-7-(3-methylundecan-2-yl)chromen-5-ol